2,4-dihydroxy-6-amino-s-triazine OC1=NC(=NC(=N1)O)N